ClCCOCCOCCOCCCl 1,11-dichloro-3,6,9-trioxaundecane